4-{3,5-Dioxo-4-azatetracyclo[5.3.2.02,6.08,10]dodec-11-en-4-yl}-4-azatetracyclo[5.3.2.02,6.08,10]dodec-11-ene-3,5-dione O=C1C2C3C4CC4C(C2C(N1N1C(C2C4C5CC5C(C2C1=O)C=C4)=O)=O)C=C3